FCC(=O)N(CC(=O)N)NC(=O)[C@H]1N(CCC1)S(=O)(=O)CCC1=CC=CC=C1 2-[(2-Fluoroacetyl)-[[(2S)-1-(2-phenylethylsulfonyl)pyrrolidin-2-carbonyl]amino]amino]acetamid